ClC1=CC=C(C=C1)C=1N=C2N(C=CC=C2)C1CN1CC2COCC(C1)N2C(=O)C2=NC(=CC=C2)OC2CCC2 (7-{[2-(4-Chlorophenyl)imidazo[1,2-a]pyridin-3-yl]methyl}-3-oxa-7,9-diazabicyclo[3.3.1]non-9-yl)[6-(cyclobutyloxy)pyridin-2-yl]methanon